C(C)C1N(C2=CC=C(C=C2CC1)CC)S(=O)(=O)C=1C=CC(=C(C1)S(=O)(=O)N)OCC1CCOCC1 5-((2,6-diethyl-3,4-dihydroquinolin-1(2H)-yl)sulfonyl)-2-((tetrahydro-2H-pyran-4-yl)methoxy)benzenesulfonamide